4-(6-(5-((2,4-Difluorophenyl)sulfonylamino)-6-methoxypyridin-3-yl)quinazolin-4-yl)aminopiperidine-1-carboxylic acid tert-butyl ester C(C)(C)(C)OC(=O)N1CCC(CC1)NC1=NC=NC2=CC=C(C=C12)C=1C=NC(=C(C1)NS(=O)(=O)C1=C(C=C(C=C1)F)F)OC